O1CC(C1)OC1=C2C3=C(C(OC2=CC=C1)=O)C=CC=C3 oxetan-3-yloxyl-6H-benzo[c]chromen-6-one